Ethyl (((6,6,9-trimethyl-3-pentyl-6H-benzo[c]chromen-1-yl)oxy)carbonyl)glycinate CC1(OC2=CC(=CC(=C2C2=C1C=CC(=C2)C)OC(=O)NCC(=O)OCC)CCCCC)C